O=C(C(=O)NC=1C2=C(C=NC1)C=NN2COCC[Si](C)(C)C)N2[C@H](CC[C@@H](C2)C)C=2C=CC1=C(N=C(S1)C1(CC1)CN(C)C)C2 2-oxo-2-[(2R,5S)-2-[2-[1-[(dimethylamino)methyl]cyclopropyl]-1,3-benzothiazol-5-yl]-5-methyl-1-piperidyl]-N-[1-(2-trimethylsilylethoxymethyl)pyrazolo[4,3-c]pyridin-7-yl]acetamide